NC1=NC=2C=C(C=C3OC[C@@H](N1C23)CCCNC(OCC2=CC=CC=C2)=O)C(N)=O (S)-benzyl (3-(2-amino-7-carbamoyl-3,4-dihydro-5-oxa-1,2a-diazaacenaphthylen-3-yl) propyl)carbamate